(3-((4-bromo-2-fluorophenoxy)methyl)bicyclo[1.1.1]pentan-1-yl)(5-(3,5-difluorophenyl)-4,5-dihydro-1H-pyrazol-1-yl)methanone BrC1=CC(=C(OCC23CC(C2)(C3)C(=O)N3N=CCC3C3=CC(=CC(=C3)F)F)C=C1)F